C1(CC1)S(=O)(=O)N1C[C@H]([C@@H](CC1)NC1=NN2C(C=N1)=C(C=C2C=2C(=C(C#N)C=CC2)F)F)O 3-(2-(((3R,4R)-1-(cyclopropylsulfonyl)-3-hydroxypiperidin-4-yl)amino)-5-fluoropyrrolo[2,1-f][1,2,4]triazin-7-yl)-2-fluorobenzonitrile